O([Si](C1=CC=CC=C1)(C1=CC=CC=C1)C(C)(C)C)CCCCCCCCCCCOC1=C(CO)C=CC(=C1)OCCCCCCCCCCCO[Si](C1=CC=CC=C1)(C1=CC=CC=C1)C(C)(C)C 2,4-Bis(11'-tert-butyldiphenylsiloxyundecyloxy)benzyl alcohol